C(COCCOCCS(=O)(=O)C(C)CC(CCCC)=O)S(=O)(=O)C(C)CC(CCCC)=O 2,2'-(3,6-dioxaoctane-1,8-diyldisulfonyl)bis(octan-4-one)